3-methyl-1,1-dioxidotetrahydrothiophen CC1CS(CC1)(=O)=O